tert-butyl N-[(1R,3S)-3-[7-cyano-6-(trifluoromethyl)-[1,2,4]triazolo[4,3-a]pyridin-3-yl]cyclohexyl]carbamate C(#N)C1=CC=2N(C=C1C(F)(F)F)C(=NN2)[C@@H]2C[C@@H](CCC2)NC(OC(C)(C)C)=O